(S)-3-methyl-2-(pyrrolidin-3-yloxy)pyridine CC=1C(=NC=CC1)O[C@@H]1CNCC1